N-(2,3-methylenedioxybenzyl)-1-(2,5-dimethoxy-4-iodophenyl)-2-aminoethane C1OC2=C(CNCCC3=C(C=C(C(=C3)OC)I)OC)C=CC=C2O1